3-mesylbenzaldehyde S(=O)(=O)(C)C=1C=C(C=O)C=CC1